(R)-N-(1-(3-(benzyloxy)-2-hydroxypropyl)-2-(1-(benzyloxy)-2-methylpropan-2-yl)-6-fluoro-1H-indol-5-yl)-1-(2,2-difluorobenzo[d][1,3]dioxol-5-yl)cyclopropanecarboxamide C(C1=CC=CC=C1)OC[C@@H](CN1C(=CC2=CC(=C(C=C12)F)NC(=O)C1(CC1)C1=CC2=C(OC(O2)(F)F)C=C1)C(COCC1=CC=CC=C1)(C)C)O